N1=CC=C(C=C1)C1N(CCC1)S(=O)(=O)C1=C2C=CC=NC2=C(C=C1)O 5-[2-(4-pyridyl)pyrrolidin-1-yl]sulfonylquinolin-8-ol